C(\C=C/C(=O)O)(=O)O.ClC=1C=CC2=C(N(C3=C(CC2)C=CC=C3)CCCCN(C/C=C/C(=O)N(OCC#C)C)C)C1 (E)-4-[4-(3-chloro-10,11-dihydro-5H-dibenzo[b,f]azepin-5-yl)butyl-methyl-amino]-N-methyl-N-prop-2-ynoxy-but-2-enamide maleate